C(CC(O)(C(=O)O)CC(=O)O)(=O)O.N1=C(N=C(N=C1N)N)N 1,3,5-triazine-2,4,6-triamine citrate